C(C)OC1=C(C=CC(=C1)N(CC)CC)C1(OC(=O)C2=CC=CC=C12)C1=C(N(C2=CC=CC=C12)CCCCCCCC)C 3-(2-ethoxy-4-diethylaminophenyl)-3-(1-n-octyl-2-methylindole-3-yl)phthalide